2-(2-((5-((trimethylsilyl)ethynyl)thiophen-2-yl)methyleneamino)ethoxy)ethanol C[Si](C)(C)C#CC1=CC=C(S1)C=NCCOCCO